(3S)-N,5-dimethyl-3-(((8S)-8-methyl-2-(2-(2-propenoyl)-2,6-diazaspiro[3.4]octan-6-yl)-5,6,7,8-tetrahydro-4-quinazolinyl)amino)hexanamide CNC(C[C@H](CC(C)C)NC1=NC(=NC=2[C@H](CCCC12)C)N1CC2(CN(C2)C(C=C)=O)CC1)=O